C(CC)(=O)N1CCC2=CC(=CC=C12)C1=CC=C(C(=O)NC(C)(C)C=2C=NC=CC2)C=C1 4-(1-propionylindolin-5-yl)-N-(2-(pyridin-3-yl)propan-2-yl)benzamide